N-(29-hydroxy-nonacosanoyl)-4R-hydroxysphinganine OCCCCCCCCCCCCCCCCCCCCCCCCCCCCC(=O)N[C@H](CO)[C@H](O)C(CCCCCCCCCCCCCC)O